CN1S(NCC1)(=O)=O 2-methyl-1,2,5-thiadiazolidine 1,1-dioxide